3-(2-fluoro-4-methyl-5-((2,2,2-trifluoroethyl)thio)phenyl)-5-(trifluoromethyl)-4,5-dihydroisoxazol-5-ol FC1=C(C=C(C(=C1)C)SCC(F)(F)F)C1=NOC(C1)(O)C(F)(F)F